(R)-N-(2-(4-cyanothiazolidin-3-yl)-2-oxoethyl)-6-(1-oxa-6-azaspiro[3.3]Heptane-6-yl)quinoline-4-carboxamide C(#N)[C@H]1N(CSC1)C(CNC(=O)C1=CC=NC2=CC=C(C=C12)N1CC2(CCO2)C1)=O